ClC1=CC=C(C=C1)C1=NC(=NC(=C1)C1C=CC(=CC1)OC)NC(CN1CCOCC1)=O N-(4-(4-chlorophenyl)-6-(4-methoxycyclohexa-2,4-dien-1-yl)pyrimidin-2-yl)-2-morpholinoacetamide